FC(C(=O)O)(F)F.ClC1=CC=C(C[C@H]2CO[C@H](CN2C2CCC(CC2)C2=NN(C=C2)C)CS(=O)(=O)C)C=C1 (2R,5S)-5-(4-chlorobenzyl)-4-(4-(1-methyl-1H-pyrazol-3-yl)cyclohexyl)-2-((methylsulfonyl)methyl)-morpholine 2,2,2-trifluoroacetate